C1(CCCCC1)NC1=NC(=NC=C1F)O[C@@H]1CN(CC1)CC(=O)NC=1C=CC=C2C(=CNC12)C1=NC(=NC=C1C)NC1=NN(C(=C1)C)C (S)-2-(3-((4-(cyclohexylamino)-5-fluoropyrimidin-2-yl)oxy)pyrrolidin-1-yl)-N-(3-(2-((1,5-dimethyl-1H-pyrazol-3-yl)amino)-5-methylpyrimidin-4-yl)-1H-indol-7-yl)acetamide